CC1=NC=C(C=N1)N1CCC2(C[C@@H](N(C2)C2=CC(=C(C=C2)C#N)Cl)C)CC1 methyl-(S)-5-(2-(3-chloro-4-cyanophenyl)-3-methyl-2,8-diazaspiro[4.5]decan-8-yl)pyrimidine